4-bromo-2-((2,3-dichlorophenylimino)meth-yl)phenol BrC1=CC(=C(C=C1)O)C=NC1=C(C(=CC=C1)Cl)Cl